FC(C=1C=C(CN2C=C(C=3C2=NC=CC3Cl)/C=C(/C(=O)OCC)\C#N)C=C(C1)C(F)(F)F)(F)F Ethyl (E)-3-(1-(3,5-bis(trifluoromethyl)benzyl)-4-chloro-1H-pyrrolo[2,3-b]pyridin-3-yl)-2-cyanoacrylate